Cl.COC1=CC(=NC=C1)CN1[C@H](CNCC1)C (2S)-1-[(4-methoxy-2-pyridinyl)methyl]-2-methyl-piperazine hydrochloride